FC=1C2=C(N3C1CN(CC3)C(CCOCC3NCC3)=O)N=CC(=C2)N2CCOCC2 2-((3-(5-fluoro-3-morpholino-8,9-dihydropyrido[3',2':4,5]pyrrolo[1,2-a]pyrazin-7(6H)-yl)-3-oxopropoxy)methyl)azetidin